[bis(4-fluorophenyl)methyl-methyl-amino] (2S)-2-[(3-hydroxy-4-methoxy-pyridine-2-carbonyl) amino]propanoate OC=1C(=NC=CC1OC)C(=O)N[C@H](C(=O)ON(C)C(C1=CC=C(C=C1)F)C1=CC=C(C=C1)F)C